methyl 3-(5-(3-fluoro-5-(imidazo[1,2-a]pyridine-3-carboxamido)-4-methylphenyl)oxazol-2-yl)azetidine-1-carboxylate FC=1C=C(C=C(C1C)NC(=O)C1=CN=C2N1C=CC=C2)C2=CN=C(O2)C2CN(C2)C(=O)OC